FC1=CC=C(C=C1)C1(CCC1)NC1=NC=C(C=N1)C(=O)N 2-{[(4-fluorophenyl)cyclobutyl]amino}pyrimidine-5-carboxamide